methyl 2-(4-(4-carbamoylpiperidin-1-yl) phenyl)-2-methylpropionate C(N)(=O)C1CCN(CC1)C1=CC=C(C=C1)C(C(=O)OC)(C)C